C(C(C)C)[C@H]1C(N(CCN1)[C@H](C(=O)N1CCC(CC1)CC(=O)OC(C)C)CC(C)C)=O Isopropyl (1-{(S)-2-[(S)-3-isobutyl-2-oxo-1-piperazinyl]-4-methylvaleryl}-4-piperidyl)acetate